3-(3-ethyl-4-oxo-spiro[6,8-dihydro-5H-pyrazolo[4,3-c]azepine-7,4'-tetrahydropyran]-1-yl)propyl 2-methylthiazole-5-carboxylate CC=1SC(=CN1)C(=O)OCCCN1N=C(C=2C(NCC3(CCOCC3)CC21)=O)CC